Cl.C(C)N=C=NCCCN(C)C N-ethyl-N'-[3-(dimethylamino)propyl]carbodiimide hydrochloride